4-[[5-[4-(difluoromethyl)-2-fluoro-phenoxy]-4-methyl-3-pyridinyl]methyl]-3-fluoro-N-(methylsulfamoyl)pyridin-2-amine FC(C1=CC(=C(OC=2C(=C(C=NC2)CC2=C(C(=NC=C2)NS(NC)(=O)=O)F)C)C=C1)F)F